ClC1=C(C2=C(C=N1)C(=NN2)C2[C@H]1CN(C[C@@H]21)C(=O)OC(C)(C)C)F tert-butyl (1R,5S,6r)-6-(6-chloro-7-fluoro-1H-pyrazolo[4,3-c]pyridin-3-yl)-3-azabicyclo[3.1.0]hexane-3-carboxylate